[1-ethyl-5-methoxy-6-(1H-1,2,3,4-tetrazol-5-yl)-1H-imidazo[4,5-b]pyridin-2-yl](phenyl)(pyridin-3-yl)methanol C(C)N1C(=NC2=NC(=C(C=C21)C2=NN=NN2)OC)C(O)(C=2C=NC=CC2)C2=CC=CC=C2